[Li+].C(CC(=O)[O-])(=O)OCC ethyl malonate, lithium salt